naphthalene-1,3,5-tricarboxylic acid C1(=CC(=CC=2C(=CC=CC12)C(=O)O)C(=O)O)C(=O)O